C(C=C)(=O)N1CCN(CC1)C(C1=CC=CC=C1)=O 1-acryloyl-4-benzoyl-piperazine